ethyl (cis)-3-hydroxycyclobutanecarboxylate O[C@H]1C[C@H](C1)C(=O)OCC